thieno[3,4-c]pyrrole-4,6-dion C=1SC=C2C1C(NC2=O)=O